methanetrisulphonic acid trilithium [Li].[Li].[Li].C(S(=O)(=O)O)(S(=O)(=O)O)S(=O)(=O)O